(6-chloro-1-(((2R,4R)-4-(methylsulfonyl)pentan-2-yl)oxy)-2,7-naphthyridin-4-yl)(cyclopropyl)methanol ClC=1C=C2C(=CN=C(C2=CN1)O[C@H](C)C[C@@H](C)S(=O)(=O)C)C(O)C1CC1